(E)-2-((6-Fluoroisoquinolin-1-yl)methylene)-N,N-dimethylhydrazine-1-carbothioamide FC=1C=C2C=CN=C(C2=CC1)\C=N\NC(N(C)C)=S